8-(3,3-difluorocyclobutylcarbonyl)-3-(6-ethyl-5-(1H-pyrazol-4-yl)pyridin-2-yl)-1-(3-methoxybenzyl)-1,3,8-triazaspiro[4.5]decan-2-one FC1(CC(C1)C(=O)N1CCC2(CN(C(N2CC2=CC(=CC=C2)OC)=O)C2=NC(=C(C=C2)C=2C=NNC2)CC)CC1)F